5-methylbenzene-1,4-dicarboxamide CC=1C(=CC=C(C1)C(=O)N)C(=O)N